FC1=C(C=CC(=C1C)F)C=1C=C2C(=NC1)N(C(N2CC2=NOC(=C2)C)=O)C 6-(2,4-difluoro-3-methyl-phenyl)-3-methyl-1-[(5-methylisoxazol-3-yl)methyl]imidazo[4,5-b]pyridin-2-one